monobutyl-undecyl-butyl-dimethyl-ammonium phosphate P(=O)([O-])([O-])[O-].C(CCC)C[N+](C)(CCCC)CCCCCCCCCCC.C(CCC)C[N+](CCCCCCCCCCC)(CCCC)C.C(CCC)C[N+](CCCCCCCCCCC)(CCCC)C